4,5-dimethyl-2-(1-methylvinyl)-1H-imidazole CC=1N=C(NC1C)C(=C)C